CN1C(C(=CC(=C1)B1OC(C(O1)(C)C)(C)C)NC1=NC=C(C=C1)N1CCN(CC1)C)=O 1-methyl-3-(5-(4-methylpiperazin-1-yl)pyridin-2-ylamino)-5-(4,4,5,5-tetramethyl-1,3,2-dioxaborolan-2-yl)pyridine-2(1H)-one